N-((1r,4r)-4-(3-cyanoazetidin-1-yl)-cyclohexyl)-3-meth-yl-1-neopentyl-1H-thieno[2,3-c]pyrazole-5-carboxamide C(#N)C1CN(C1)C1CCC(CC1)NC(=O)C1=CC2=C(N(N=C2C)CC(C)(C)C)S1